3-(5-((4-(3,4-dichlorophenyl)piperazin-1-yl)methyl)-1-oxoisoindolin-2-yl)piperidine-2,6-dione ClC=1C=C(C=CC1Cl)N1CCN(CC1)CC=1C=C2CN(C(C2=CC1)=O)C1C(NC(CC1)=O)=O